N-(2-benzamidoethyl)benzamide C(C1=CC=CC=C1)(=O)NCCNC(C1=CC=CC=C1)=O